OC(C(=O)C1=CC=C(C=C1)OCCO)(C)C hydroxy-2-methyl-1-[4-(2-hydroxyethoxy)phenyl]-1-propanone